ONC(/C=C/C1=C(C=CC=C1)NC(=O)C=1C=C2N(N1)CCC2)=O (E)-N-(2-(3-(hydroxyamino)-3-oxoprop-1-en-1-yl)phenyl)-5,6-dihydro-4H-pyrrolo[1,2-b]pyrazole-2-carboxamide